ClC=1C(=C(C=CC1F)NC(=S)C1=C(CCNC1=O)NCC1=C(C=NC=C1)OCCN(C(OC(C)(C)C)=O)C)OC tert-butyl [2-({4-[({5-[(3-chloro-4-fluoro-2-methoxyphenyl)carbamothioyl]-6-oxo-1,2,3,6-tetrahydropyridin-4-yl}amino)methyl]pyridin-3-yl}oxy)ethyl]methylcarbamate